ClC1=C(C=CC=C1C1=C(C(=NC=C1)C1=CC(=C(C=C1)C=O)OC)Cl)C=1N=CC=2N(C1)C=C(N2)C=O 6-(2-chloro-3-(3-chloro-2-(4-formyl-3-methoxyphenyl)pyridin-4-yl)phenyl)imidazo[1,2-a]pyrazine-2-carbaldehyde